imidazo[1,2-a]pyridine-3-sulfonamide N=1C=C(N2C1C=CC=C2)S(=O)(=O)N